NC1CCC(CC1)C(CO)C 2-((1r,4r)-4-aminocyclohexyl)propanol